COCC1=NC=CC=C1B1OC(C(O1)(C)C)(C)C 2-(methoxymethyl)-3-(4,4,5,5-tetramethyl-1,3,2-dioxaborolan-2-yl)pyridine